6-(2,3-dihydroxypropylamino)hexane-1,2,3,4,5-penta-ol OC(CNCC(C(C(C(CO)O)O)O)O)CO